N-[1-[5-cyano-2-[(1-methylpyrazol-4-yl)amino]pyrimidin-4-yl]-3-methyl-indol-5-yl]prop-2-enamide C(#N)C=1C(=NC(=NC1)NC=1C=NN(C1)C)N1C=C(C2=CC(=CC=C12)NC(C=C)=O)C